2,4-dibromobenzophenone BrC1=C(C(=O)C2=CC=CC=C2)C=CC(=C1)Br